benzo[d][1,3]dioxol-5-yl(2-methoxyphenyl)(3-phenyl-1H-indol-2-yl)methanol O1COC2=C1C=CC(=C2)C(O)(C=2NC1=CC=CC=C1C2C2=CC=CC=C2)C2=C(C=CC=C2)OC